N-(4-bromopyridin-2-yl)-3-{4-[(3-methyl-2-oxooxolan-3-yl)methyl]piperazin-1-yl}propanamide BrC1=CC(=NC=C1)NC(CCN1CCN(CC1)CC1(C(OCC1)=O)C)=O